tetraaza-cycloheptyne C1#CNNNNC1